tert-butyl 4-(4-(3-morpholinobenzyloxy)phenyl)-1H-imidazole-1-carboxylate O1CCN(CC1)C=1C=C(COC2=CC=C(C=C2)C=2N=CN(C2)C(=O)OC(C)(C)C)C=CC1